2-ethyl-butanediol C(C)C(C(O)O)CC